C(=C)C1(CCC(O1)=O)C 5-vinyl-5-methyltetrahydrofuran-2-one